COC1=CC=C(C=C1)CN1C(N(CCC1=O)C=1C=C(C=CC1)N1CCC(CC1)C=O)=O 1-[3-[3-[(4-methoxyphenyl)methyl]-2,4-dioxo-hexahydro-pyrimidin-1-yl]phenyl]piperidine-4-carbaldehyde